C(C)C(C(=O)O)CCC.C(CCCC)(=O)OCC ethyl valerate (ethyl pentanoate)